ClC=1C=C(C(=NC1)C)S(=O)(=O)NC1=C(C(=C(C=C1)F)C=1N=CC=2N(C1)C=NC2C=2NC=CN2)F 5-chloro-N-[2,4-difluoro-3-[1-(1H-imidazol-2-yl)imidazo[1,5-a]pyrazin-6-yl]phenyl]-2-methylpyridine-3-sulfonamide